methyl 2-amino-4-fluoro-5-(trifluoromethyl)-benzoate NC1=C(C(=O)OC)C=C(C(=C1)F)C(F)(F)F